{2-[(2,4,5-Tris{[2-(vinyloxy)ethoxy]methyl}phenyl)methoxy]ethoxy}ethene C(=C)OCCOCC1=C(C=C(C(=C1)COCCOC=C)COCCOC=C)COCCOC=C